2-(4,6-dimethylpyrazolo[1,5-a]pyrazin-2-yl)-7-(4-ethylpiperazin-1-yl)-9-methyl-4H-pyrido[1,2-a]pyrimidin-4-one CC=1C=2N(C=C(N1)C)N=C(C2)C=2N=C1N(C(C2)=O)C=C(C=C1C)N1CCN(CC1)CC